(7R,14R)-1-(difluoromethoxy)-6-(methyl-d3)-11-((1-(methylsulfonyl)piperidin-4-yl)ethynyl)-6,7-dihydro-7,14-methanobenzo[f]benzo[4,5]imidazo[1,2-a][1,4]diazocin-5(14H)-one FC(OC1=CC=CC=2C(N([C@H]3C=4N([C@@H](C21)C3)C3=C(N4)C=CC(=C3)C#CC3CCN(CC3)S(=O)(=O)C)C([2H])([2H])[2H])=O)F